[N+](=O)([O-])C1=CC(=CC=2OCCNC21)S(=O)(=O)N 5-nitro-3,4-dihydro-2H-benzo[b][1,4]oxazine-7-sulfonamide